C(\C=C\C1=CC(OC)=C(O)C=C1)(=O)OC=C(C)[C@H](C)CC[C@@H](C)[C@H]1CC[C@H]2[C@@H]3CCC4CCCC[C@]4(C)[C@H]3CC[C@]12C campestenyl ferulate